5-amino-8-[2-chloro-6-(hydroxymethyl)-4-pyridinyl]-7-(4-fluorophenyl)-2-[(5-methyloxazol-4-yl)methyl]-[1,2,4]triazolo[4,3-c]pyrimidin-3-one NC1=NC(=C(C=2N1C(N(N2)CC=2N=COC2C)=O)C2=CC(=NC(=C2)CO)Cl)C2=CC=C(C=C2)F